ClC1=CC(=C(C(=C1)C)C1=CC2=C(N=N1)N(C=C2)CC(=O)NC)O 2-[3-(4-Chloro-2-hydroxy-6-methylphenyl)-7H-pyrrolo[2,3-c]pyridazin-7-yl]-N-methylacetamide